ClC1=C2CCN([C@@H](C2=C(C=C1)OCC=1C=NC=NC1)CN1C(CCC1)=O)C(=O)[C@H]1[C@H](CCCC1)C(=O)O (1S,2r)-2-((S)-5-chloro-1-((2-oxopyrrolidin-1-yl)methyl)-8-(pyrimidin-5-ylmethoxy)-1,2,3,4-tetrahydroisoquinoline-2-carbonyl)cyclohexane-1-carboxylic acid